C(C)S(=O)(=O)NC1=C(C=C(C=C1)C1=NNC(=C1C(=O)N)NC1=NC(=CC=C1)C(F)(F)F)OCC1=CC=NC=C1 3-(4-(ethylsulfonamido)-3-(pyridin-4-ylmethoxy)phenyl)-5-((6-(trifluoro-methyl)pyridin-2-yl)amino)-1H-pyrazole-4-carboxamide